ClC=1C(=CC(=C(C#N)C1)F)OCC1CCCC1 5-chloro-4-(cyclopentylmethoxy)-2-fluorobenzonitrile